3-methyl-1-(3-aminosulfonylphenyl)piperidine-3-carboxylic acid methyl ester COC(=O)C1(CN(CCC1)C1=CC(=CC=C1)S(=O)(=O)N)C